2-((2-((1-((2-aminoethyl)sulfonyl)piperidin-4-yl)amino)-5-bromopyrimidin-4-yl)amino)-6-fluorobenzamide NCCS(=O)(=O)N1CCC(CC1)NC1=NC=C(C(=N1)NC1=C(C(=O)N)C(=CC=C1)F)Br